C(C)O[Mg]OCCCCCC(C)C ethoxyisooctoxymagnesium